(5-(5-((tert-butyldimethylsilyl)oxy)-6-methylpyridin-2-yl)-3-methylisoxazol-4-yl)methyl (4-nitrophenyl) carbonate C(OCC=1C(=NOC1C1=NC(=C(C=C1)O[Si](C)(C)C(C)(C)C)C)C)(OC1=CC=C(C=C1)[N+](=O)[O-])=O